C(C#C)CCP(OCCC=C)([O-])=O (3-butenyl) (2-propynyl)ethylphosphonate